[Cl-].[Cl-].C(CCC)C=1C=C(C(C1)[Si](C)(C)[Zr+2]C1C(=CC2=C(C=CC=C12)C1=CC=C(C=C1)C(C)(C)C)C)C 4-butyl-2-methylcyclopentadienyldimethylsilyl-2-methyl-4-(4-tert-butylphenyl)indenyl-zirconium dichloride